N1(CCC1)CC1(CC1)NC(C(C)(F)C1=CC(=C(C=C1)F)F)=O N-(1-(azetidin-1-ylmethyl)cyclopropyl)-2-(3,4-difluorophenyl)-2-fluoropropanamide